4-cyclopropyl-2-(4-fluoro-2-methylphenoxy)-N-(2-(oxiran-2-ylmethoxy)pyridin-4-yl)-5-(trifluoromethyl)benzamide C1(CC1)C1=CC(=C(C(=O)NC2=CC(=NC=C2)OCC2OC2)C=C1C(F)(F)F)OC1=C(C=C(C=C1)F)C